3-(5-((cyclohexyl-(methyl)amino)methyl)-1H-tetrazol-1-yl)benzonitrile C1(CCCCC1)N(C)CC1=NN=NN1C=1C=C(C#N)C=CC1